4-((1,1-difluoroallyl)oxy)benzonitrile FC(C=C)(F)OC1=CC=C(C#N)C=C1